O=C(C(=O)OCC1C(C=C(CC1)C)C)C1=CC=CC=C1 (±)-(2,4-dimethylcyclohex-3-en-1-yl)methyl 2-oxo-2-phenylacetate